C(C1=CC=CC=C1)O[C@@H]1[C@H](CO[C@@H]([C@@H]1OCC1=CC=CC=C1)COCC1=CC=CC=C1)NC(OCC1=CC=CC=C1)=O benzyl ((3S,4R,5R,6R)-4,5-bis(benzyloxy)-6-((benzyloxy)methyl)tetrahydro-2H-pyran-3-yl)carbamate